C(CCCCCCC)/C(=C(/C(=O)[O-])\CCCCCCCC)/C(=O)[O-] di-octylmaleate